C(C)C1(C=CC=C1)[MoH2]C1(C=CC=C1)CC bis(ethylcyclopentadienyl)molybdenum dihydride